methyl (S)-6-(2-(2-chlorophenyl)pyrrolidin-1-yl)nicotinate ClC1=C(C=CC=C1)[C@H]1N(CCC1)C1=NC=C(C(=O)OC)C=C1